2-(6-bromo-1H-indol-3-yl)ethylamine BrC1=CC=C2C(=CNC2=C1)CCN